CN(C(O)=O)C=1C=C(C2=C(N(C=N2)C)C1C#N)C1=CC=C(C=C1)OC(F)(F)F.OCC(=O)C1=CC=C(C=C1)C1=NOC(=N1)C(F)(F)F 2-hydroxy-1-(4-(5-(trifluoromethyl)-1,2,4-oxadiazol-3-yl)phenyl)ethan-1-one methyl-(7-cyano-1-methyl-4-(4-(trifluoromethoxy)phenyl)-1H-benzo[d]imidazol-6-yl)carbamate